1-(3-amino-2-isopropylpyridin-4-yl)ethan-1-one-2,2,2-d3 NC=1C(=NC=CC1C(C([2H])([2H])[2H])=O)C(C)C